2-Amino-3-(2-oxo-1,2,5,6,7,8-hexahydroquinolin-3-yl)propanamide hydrochloride Cl.NC(C(=O)N)CC=1C(NC=2CCCCC2C1)=O